4-(4-([1,1'-biphenyl]-2-carboxamido)-N-benzylbenzamido)benzoic acid methyl ester COC(C1=CC=C(C=C1)N(C(C1=CC=C(C=C1)NC(=O)C=1C(=CC=CC1)C1=CC=CC=C1)=O)CC1=CC=CC=C1)=O